ClC=1C=C(C=CC1)NC(=O)NC1=CC(=C(C=C1)F)C(=O)C=1C=C2N=C(C=NC2=CC1)N1CCOCC1 1-(3-chlorophenyl)-3-(4-fluoro-3-(3-morpholinoquinoxaline-6-carbonyl)phenyl)urea